1-(7-(azetidine-3-yl)-7-azaspiro[3.5]nonan-2-yl)-3-(4-phenoxyphenyl)-1H-pyrazolo[3,4-d]pyrimidin-4-amine N1CC(C1)N1CCC2(CC(C2)N2N=C(C=3C2=NC=NC3N)C3=CC=C(C=C3)OC3=CC=CC=C3)CC1